C(C)(CC)NC1=NC=C(C(=N1)N1C=C(C=C1)C(=O)N[C@H](CO)C1=CC(=C(C=C1)F)Cl)C 1-(2-(sec-butylamino)-5-methyl-pyrimidin-4-yl)-N-((S)-1-(3-chloro-4-fluoro-phenyl)-2-hydroxy-ethyl)-1H-pyrrole-3-carboxamide